2-(2-methyl-1-imidazolyl)ethyl-1,3,5-triazine CC=1N(C=CN1)CCC1=NC=NC=N1